FC(CCN1N=NC2=C1C=C(C=C2)C=2C=CN1N=C(N=C(C12)OC)N[C@@H]1[C@H](CN(CC1)C1COC1)F)F 5-(1-(3,3-difluoropropyl)-1H-benzo[d][1,2,3]triazol-6-yl)-N-((3S,4S)-3-fluoro-1-(oxetan-3-yl)piperidin-4-yl)-4-methoxypyrrolo[2,1-f][1,2,4]triazin-2-amine